(6α,9α,11β,16α)-6,9-difluoro-11,16,17,21-tetrahydroxy-pregnane-1,4-diene-3,20-dione F[C@H]1C[C@H]2[C@@H]3C[C@H]([C@](C(CO)=O)([C@]3(C[C@@H]([C@@]2([C@]2(C=CC(C=C12)=O)C)F)O)C)O)O